C(C)(C)(C)C=1C=C(C=CC1)C1=CC=2C(=CN=C(C2)NCC(=O)OCC)N1 Ethyl (2-(3-(tert-butyl)phenyl)-1H-pyrrolo[2,3-c]pyridin-5-yl)glycinate